2-((1-((1-methyl-6-oxo-1,6-dihydropyridin-2-yl)methyl)-3-oxoisoindolin-2-yl)methyl)-5-oxa-7-azaspiro[3.4]octan-6-one CN1C(=CC=CC1=O)CC1N(C(C2=CC=CC=C12)=O)CC1CC2(C1)OC(NC2)=O